((S)-(2-chloro-4-fluorophenyl)(cyclobutyl)methyl)-2-(2,6-dioxopiperidin-3-yl)-1-oxoisoindoline-5-carboxamide ClC1=C(C=CC(=C1)F)[C@H](C1CCC1)C1N(C(C2=CC=C(C=C12)C(=O)N)=O)C1C(NC(CC1)=O)=O